cyclobutyl (S)-6-diazo-2-((S)-2-methoxypropanamido)-5-oxohexanoate [N+](=[N-])=CC(CC[C@@H](C(=O)OC1CCC1)NC([C@H](C)OC)=O)=O